di-tert-butyl (((S)-6-((S)-2-((S)-2-amino-3-(4-iodophenyl)propanamido)-3-(naphthalen-2-yl)propanamido)-1-(tert-butoxy)-1-oxohexan-2-yl)carbamoyl)-L-glutamate N[C@H](C(=O)N[C@H](C(=O)NCCCC[C@@H](C(=O)OC(C)(C)C)NC(=O)N[C@@H](CCC(=O)OC(C)(C)C)C(=O)OC(C)(C)C)CC1=CC2=CC=CC=C2C=C1)CC1=CC=C(C=C1)I